2-chloro-3-(prop-2-en-1-yl)-3H,4H,5H-pyrrolo[3,2-d]pyrimidin-4-one ClC=1N(C(C2=C(N1)C=CN2)=O)CC=C